1-(2-iodo-4-(trifluoromethyl)phenyl)-N,N-dimethyl-piperidin-4-amine IC1=C(C=CC(=C1)C(F)(F)F)N1CCC(CC1)N(C)C